OC(=O)C(F)(F)F.CNCCN1CCC(CC1)C1=CC=C(C=C1)C1C(NC(CC1)=O)=O 3-[4-[1-[2-(methylamino)ethyl]-4-piperidyl]phenyl]piperidine-2,6-dione TFA salt